3-[[(1R)-1-[2-(3,4-Difluorophenyl)-3,6-dimethyl-4-oxo-chromen-8-yl]ethyl]amino]-6-methyl-pyridine-2-carboxylic acid FC=1C=C(C=CC1F)C=1OC2=C(C=C(C=C2C(C1C)=O)C)[C@@H](C)NC=1C(=NC(=CC1)C)C(=O)O